1-(2-Bromoethyl)azepan-1-ium bromide [Br-].BrCC[NH+]1CCCCCC1